C(C#C)N1C=NC=C1 N-prop-2-ynyl-1H-imidazole